C(C=C(C)C)OC=CC(=C)C trans-prenyl-(3-methyl-butadienyl) ether